N-(2-hydroxyethyl)-2-(2-(4-methylpiperazin-1-yl)-5-nitrophenyl)acetamide OCCNC(CC1=C(C=CC(=C1)[N+](=O)[O-])N1CCN(CC1)C)=O